1-[2-chloro-4-(trifluoromethyl)phenyl]-N-[(3R)-1-methyl-3-piperidyl]pyrido[3,4-d]pyridazin-4-amine ClC1=C(C=CC(=C1)C(F)(F)F)C1=C2C(=C(N=N1)N[C@H]1CN(CCC1)C)C=NC=C2